ClC=1C(N(N=CC1CCCO)C1OCCCC1)=O 4-chloro-5-(3-hydroxypropyl)-2-tetrahydropyran-2-yl-pyridazin-3-one